COC1=C2C=CN=C(C2=C(C=C1)C)N(C(C1=CC=C(C=C1)C=1SC(=NN1)C)=O)[C@H]1CNCCC1 N-(5-methoxy-8-methyl-1-isoquinolyl)-4-(5-methyl-1,3,4-thiadiazol-2-yl)-N-[(3R)-3-piperidyl]benzamide